(4-(azetidin-3-yl)piperazin-1-yl)(4-((3-(3-fluoro-4-methoxyphenyl)imidazo[1,2-a]pyrazin-8-yl)amino)-2-methylphenyl)methanone hydrochloride Cl.N1CC(C1)N1CCN(CC1)C(=O)C1=C(C=C(C=C1)NC=1C=2N(C=CN1)C(=CN2)C2=CC(=C(C=C2)OC)F)C